N1=C(C=CC=C1)C(=O)NN 2-pyridinecarboxylic Acid Hydrazide